C(CC)[N+]1=CC=CC=C1 N-(n-propyl)pyridinium